{1,4,8-triazacycloundecane-1,4,8-triyltris[methylene(2-hydroxy-5-methyl-3,1-phenylene)methyleneazanediylmethylene]}tris(phosphonic acid) N1(CCN(CCCN(CCC1)CC=1C(=C(C=C(C1)C)CNCP(O)(O)=O)O)CC=1C(=C(C=C(C1)C)CNCP(O)(O)=O)O)CC=1C(=C(C=C(C1)C)CNCP(O)(O)=O)O